N1N=CC(=C1)C=1C2=C(C(=NC1)NCC=1C=C(C(=O)NCC=3C=C4CN(CC4=CC3)C)C=CC1)CCO2 3-(((7-(1H-pyrazol-4-yl)-2,3-dihydrofuro[3,2-c]pyridin-4-yl)amino)methyl)-N-((2-methylisoindolin-5-yl)methyl)benzamide